C(CCC)[C@]1(CS(C2=C(N(C1)C1=CC=CC=C1)C=C(C(=C2)CSC(C(=O)O)(C)C)OC)(=O)=O)CC |r| racemic-2-(((3-butyl-3-ethyl-7-methoxy-1,1-dioxido-5-phenyl-2,3,4,5-tetrahydro-1,5-benzothiazepin-8-yl)methyl)thio)-2-methylpropanoic acid